BrC1=CNC2=C(C=C(C=C12)C#N)N(S(=O)(=O)C)C N-(3-Bromo-5-cyano-1H-indol-7-yl)-N-methylmethanesulfonamide